C(CCCCCCCC)OC(OCN1C(CC(C2=CC=C(C=C12)OCCCCN1CCN(CC1)C1=CC=CC=2SC=CC21)(C)C)=O)=O Carbonic acid 7-[4-(4-benzo[b]thiophen-4-ylpiperazin-1-yl)butoxy]-4,4-dimethyl-2-oxo-3,4-dihydro-2H-quinolin-1-ylmethyl ester nonyl ester